CN1N=CC=C1CC1=NC=CC2=C1OC1C2CC(C1C1=CC=CC=C1)C(=O)N ((1-methyl-1H-pyrazol-5-yl)methyl)-7-phenyl-4b,6,7,7a-tetrahydro-5H-cyclopenta[4,5]furo[2,3-c]pyridine-6-carboxamide